phthalic acid (dioctyl phthalate) C(CCCCCCC)C=1C(=C(C(C(=O)O)=CC1)C(=O)O)CCCCCCCC.C(C=1C(C(=O)O)=CC=CC1)(=O)O